methyl 2-((diphenylmethylene)amino)-2-(5-oxo-1-((2-(trimethylsilyl)ethoxy)methyl)-1,5-dihydroimidazo[1,2-a]pyrimidin-7-yl)acetate C1(=CC=CC=C1)C(C1=CC=CC=C1)=NC(C(=O)OC)C=1N=C2N(C(C1)=O)C=CN2COCC[Si](C)(C)C